(R)-2-(2-cyclopropyl-4-(pyrrolidin-2-yl)phenyl)-N-(3-(4-fluoropiperidin-1-yl)propyl)benzo[d]imidazo[2,1-b]thiazole-7-carboxamide C1(CC1)C1=C(C=CC(=C1)[C@@H]1NCCC1)C=1N=C2SC3=C(N2C1)C=CC(=C3)C(=O)NCCCN3CCC(CC3)F